BrC=1C=CC(=NC1)OC=1C=NN(C1)C1CCN(CC1)C(=O)[O-] 4-[4-[(5-bromo-2-pyridyl)oxy]pyrazol-1-yl]piperidine-1-carboxylate